C(C)(=O)OCCN1C[C@@H](CCC1)NC=1N=NC(=C(N1)C)C1=C(C=C(C=C1)C(F)(F)F)OC(C)=O [(3R)-3-({6-[2-(Acetyloxy)-4-(trifluoromethyl)phenyl]-5-methyl-1,2,4-triazin-3-yl}amino)piperidin-1-yl]ethyl acetate